O[SiH](OC)OC hydroxydimethoxysilane